ethyl (S)-2-hydroxypropionate O[C@H](C(=O)OCC)C